CN1N=NC2=C1C=C(C=C2)C2=CNC1=NC=C(C=C12)C=1C=NN(C1)C 1-methyl-6-(5-(1-methyl-1H-pyrazol-4-yl)-1H-pyrrolo[2,3-b]pyridin-3-yl)-1H-benzo[d][1,2,3]triazole